The molecule is a branched amino heptasaccharide consisting of alpha-D-mannose, beta-D-mannose and two N-acetyl-beta-D-glucosamine residues linked sequentially (1->6), (1->4) and (1->4), to the alpha-D-mannose residue of which are linked (1->3) and (1->6) two further alpha-D-mannose residues and to the beta-D-mannose residue of which is (1->3)-linked also an alpha-D-mannose residue. It has a role as an epitope. It is an amino heptasaccharide and a glucosamine oligosaccharide. CC(=O)N[C@@H]1[C@H]([C@@H]([C@H](O[C@H]1O)CO)O[C@H]2[C@@H]([C@H]([C@@H]([C@H](O2)CO)O[C@H]3[C@H]([C@H]([C@@H]([C@H](O3)CO[C@@H]4[C@H]([C@H]([C@@H]([C@H](O4)CO[C@@H]5[C@H]([C@H]([C@@H]([C@H](O5)CO)O)O)O)O)O[C@@H]6[C@H]([C@H]([C@@H]([C@H](O6)CO)O)O)O)O)O)O[C@@H]7[C@H]([C@H]([C@@H]([C@H](O7)CO)O)O)O)O)O)NC(=O)C)O